FC(C=1N=CC2=C(N1)CN(CC2)C(=O)[C@@H]2CC21CCN(CC1)C(=O)OC(C(F)(F)F)C(F)(F)F)(F)F |o1:14| 1,1,1,3,3,3-hexafluoro-propan-2-yl (R or S)-1-(2-(trifluoro-methyl)-5,6,7,8-tetra-hydropyrido-[3,4-d]pyrimidine-7-carbonyl)-6-azaspiro[2.5]-octane-6-carboxylate